FC1([C@@H]([C@@H](N(C1)C(=O)C1OCC1)CC=1C(=C(C=CC1)C1=C(C(=CC=C1)F)F)F)NS(=O)(=O)C1CC1)F N-{(2S,3R)-4,4-difluoro-1-(oxetane-2-carbonyl)-2-[(2,2',3'-trifluoro[1,1'-biphenyl]-3-yl)methyl]pyrrolidin-3-yl}cyclopropanesulfonamide